OC1=C(C(=O)O)C=CC=C1O 2,3-dihydroxy-benzoic acid